1H-pyrazol-3,5-dicarboxylic acid N1N=C(C=C1C(=O)O)C(=O)O